3,3'-(((((5-(2-carboxy-2-(pyrrolidin-3-yl)ethyl)benzofuran-2-yl)methyl)azanediyl)bis(methylene))bis(3,1-phenylene))bis(2-(pyrrolidin-3-yl)propanoic acid) C(=O)(O)C(CC=1C=CC2=C(C=C(O2)CN(CC=2C=C(C=CC2)CC(C(=O)O)C2CNCC2)CC=2C=C(C=CC2)CC(C(=O)O)C2CNCC2)C1)C1CNCC1